4-[(2,6-difluorophenyl)methyl]-2-[3-fluoro-4-[2-(hydroxymethyl)-4-methyl-thiazol-5-yl]oxy-phenyl]-1,2,4-triazol-3-one FC1=C(C(=CC=C1)F)CN1C(N(N=C1)C1=CC(=C(C=C1)OC1=C(N=C(S1)CO)C)F)=O